FC(C1=CC2=C(SC(=C2)C(N[C@H]2CCCC[C@@H]3N(C2=O)[C@@H](CC3)C(=O)N3CC(C3)C=3C=NC=CC3OC)=O)C=C1)P(O)(O)=O (fluoro(2-(((3S,6S,10aS)-3-(3-(4-methoxypyridin-3-yl)azetidine-1-carbonyl)-5-oxodecahydropyrrolo[1,2-a]azocin-6-yl)carbamoyl)benzo[b]thiophen-5-yl)methyl)phosphonic acid